ClC=1C(=C(C=CC1OCC1CC1)NC=1C2=C(N=CN1)C=NC(=C2)N2[C@@H]1CN([C@H](C2)C1)C(C=C)=O)F 1-((1S,4S)-5-(4-((3-chloro-4-(cyclopropylmethoxy)-2-fluorophenyl)amino)pyrido[3,4-d]pyrimidin-6-yl)-2,5-diazabicyclo[2.2.1]heptan-2-yl)prop-2-en-1-one